N[C@H](C(=O)NC(=C(C1=CC=C(C=C1)F)C1=CC=C(C=C1)F)C)[C@H](CC)C (2S,3S)-2-amino-N-(1,1-bis(4-fluorophenyl)prop-1-en-2-yl)-3-methylpentanamide